N-(5-cyano-6-(2H-1,2,3-triazol-2-yl)pyridin-3-yl)-1-(2-methylthieno[3,2-b]pyridin-7-yl)-5-(trifluoromethyl)-1H-pyrazole-4-carboxamide C(#N)C=1C=C(C=NC1N1N=CC=N1)NC(=O)C=1C=NN(C1C(F)(F)F)C1=C2C(=NC=C1)C=C(S2)C